CC1=CC=C(C=C1)S(=O)(=O)OCCOCCOCCCCO 4-(2-[2-[(4-methylbenzenesulfonyl)oxy]ethoxy]ethoxy)butan-1-ol